C(C)OC1=C(C=C(N)C=C1)OC 4-ethoxy-3-methoxyaniline